potassium trifluoropyrrolin FC1=C(N(CC1)F)F.[K]